C1(=CC=CC=C1)CS(=O)(=O)NC1=C(C(=C(C=C1F)OC1=NC=CC=C1C1=NC(=NC=C1)N[C@@H]1CNC[C@@](C1)(C)F)F)F 1-phenyl-N-(2,3,6-trifluoro-4-((3-(2-(((3S,5S)-5-fluoro-5-methyl-3-piperidyl)amino)pyrimidin-4-yl)-2-pyridyl)oxy)phenyl)methanesulfonamide